P(=O)(=O)I phosphoiodide